COC1=CC2=C(OCCC(N2C)=O)C=C1OC (S)-(7,8-dimethoxy-5-methyl-4-oxo-2,3,4,5-tetrahydrobenzo[b][1,4]oxazepin)